ClC1=CC(=C(CNC=2C=C(C=CC2F)C=2CCN(CC2)CC2=NC3=C(N2C[C@H]2OCC2)C=C(C=C3)C(=O)O)C=C1)F (S)-2-((4-(3-((4-chloro-2-fluorobenzyl)amino)-4-fluorophenyl)-3,6-dihydropyridin-1(2H)-yl)methyl)-1-(oxetan-2-ylmethyl)-1H-benzo[d]imidazole-6-carboxylic acid